F[C@H]1CN(CC[C@H]1NC1=CC=CC=2C(=C(OC21)C#CC)N2C=CC=C2)C 3-(7-(((3S,4R)-3-fluoro-1-methylpiperidin-4-yl)amino)-3-(1H-pyrrol-1-yl)benzofuran-2-yl)prop-2-yn